tert-butyl N-[(3R,4R)-1-[6-[[1-(3-aminopropyl)-3-methoxy-pyrazol-4-yl]amino]-9-methyl-purin-2-yl]-4-fluoropyrrolidin-3-yl]carbamate NCCCN1N=C(C(=C1)NC1=C2N=CN(C2=NC(=N1)N1C[C@H]([C@@H](C1)F)NC(OC(C)(C)C)=O)C)OC